FC1=C(CC2=NC=CC=C2)C=C(C=C1)C(F)(F)F 2-(2-fluoro-5-(trifluoromethyl)benzyl)pyridin